Cl.COC([C@H](CCS(=O)(=O)Cl)N)=O (S)-2-amino-4-chlorosulfonyl-butyric acid methyl ester hydrochloride